(2-chloroacetyl)-4-(4-(1-(2-chlorophenyl)-3-hydroxypropylamino)-6-methylamino-1,3,5-triazin-2-yl)-N-thiophen-2-ylmethyl-piperazine-2-carboxamide ClCC(=O)N1C(CN(CC1)C1=NC(=NC(=N1)NC(CCO)C1=C(C=CC=C1)Cl)NC)C(=O)NCC=1SC=CC1